N-(4-((2-amino-5-chloropyridin-3-yl)oxy)phenyl)-4-cyanobenzamide NC1=NC=C(C=C1OC1=CC=C(C=C1)NC(C1=CC=C(C=C1)C#N)=O)Cl